BrC=1C=C(C=CC1)C(C(=O)C1=CC(=CC=C1)OC)C1=CC(=C(C(=C1)C(C)(C)C)O)C(C)(C)C 2-(3-bromophenyl)-2-(3,5-di-tert-butyl-4-hydroxyphenyl)-1-(3-methoxyphenyl)ethan-1-one